(2-(aminomethyl)benzo[d]thiazol-6-yl)-N,N-dimethylethylamine hydrochloride Cl.NCC=1SC2=C(N1)C=CC(=C2)C(C)N(C)C